N-benzyl-8-chloro-2-methylimidazo[1,2-a]pyrazin-3-amine C(C1=CC=CC=C1)NC1=C(N=C2N1C=CN=C2Cl)C